C1(CCCCC1)C(=O)OC(C)N1C(=NC=2N(C(N(C(C12)=O)CCC)=O)CC)C=1C=NN(C1)CC1=CC(=CC=C1)C(F)(F)F 1-(3-ethyl-2,6-dioxo-1-propyl-8-(1-(3-(trifluoromethyl)benzyl)-1H-pyrazol-4-yl)-1,2,3,6-tetrahydro-7H-purin-7-yl)ethyl cyclohexanecarboxylate